FC(OC=1C=C(C=CC1)C1=NN(C=2C1=NC=C(C2)C(=O)NC2(CCS(CC2)(=O)=O)C)C(C)C)F 3-(3-(difluoromethoxy)phenyl)-1-isopropyl-N-(4-methyl-1,1-dioxidotetrahydro-2H-thiopyran-4-yl)-1H-pyrazolo[4,3-b]pyridine-6-carboxamide